tert-butyl 4-{[5-fluoro-6-(4,4,5,5-tetramethyl-1,3,2-dioxaborolan-2-yl) quinazolin-2-yl]amino}piperidine-1-carboxylate FC1=C2C=NC(=NC2=CC=C1B1OC(C(O1)(C)C)(C)C)NC1CCN(CC1)C(=O)OC(C)(C)C